C12(OCC(C1)C2)CN (2-oxabicyclo[2.1.1]hexane-1-yl)methylamine